C1(CCCCCC1)C(=O)NC=1C=C2C(=CNC2=CC1)C1CCN(CC1)CCCC 5-(cycloheptylcarbonyl)amino-3-(1-butylpiperidin-4-yl)-1H-indole